CN1C(CN(CC1)C1=NC=NO1)=O 5-(4-methyl-3-oxopiperazin-1-yl)-1,2,4-oxadiazol